FC1=C(CN2N=CC3=C(C2=O)N(C2=C3CCN(C2)S(=O)(=O)C2=CC=CC=C2)C)C=CC(=C1)OC 3-(2-fluoro-4-methoxybenzyl)-5-methyl-7-(phenylsulfonyl)-3,5,6,7,8,9-hexahydro-4H-pyrido[4',3':4,5]pyrrolo[2,3-d]pyridazin-4-one